(2S,3S)-3-(4-bromothiazol-2-yl)-2-((tert-butoxycarbonyl)amino)-3-(2-oxa-6-azaspiro[3.3]heptan-6-yl)propyl acetate C(C)(=O)OC[C@H]([C@H](N1CC2(COC2)C1)C=1SC=C(N1)Br)NC(=O)OC(C)(C)C